CN(NC1=CC(=NC=N1)OC=1C=C(C(=O)NC2=CC(=C(C=C2)CN2CCN(CC2)CC)C(F)(F)F)C=CC1C)C 3-((6-(2,2-dimethyl-hydrazinyl)pyrimidin-4-yl)oxy)-N-(4-((4-ethylpiperazin-1-yl)methyl)-3-(trifluoro-methyl)phenyl)-4-methylbenzamide